tert-butyl-N-tert-butoxycarbonyl-N-[2-[2-[2-(methylamino)ethoxy]ethoxy]ethyl]-carbamate C(C)(C)(C)OC(N(CCOCCOCCNC)C(=O)OC(C)(C)C)=O